NC1=NC=C(C2=C1C(=NN2C(C)C)C2=CC(=C(C=C2)NS(=O)(=O)CC2=C(C=CC=C2)Cl)F)C2=CC[C@H](CC2)NCCOC N-(4-(4-amino-1-isopropyl-7-(4(S)-((2-methoxyethyl)amino)cyclohex-1-en-1-yl)-1H-pyrazolo[4,3-c]pyridin-3-yl)-2-fluorophenyl)-1-(2-chlorophenyl)methanesulfonamide